7-methoxy-5-((5-methyl-4-(methylthio)pyrimidin-2-yl)amino)benzo[c][1,2]oxaborol-1(3H)-ol COC1=CC(=CC2=C1B(OC2)O)NC2=NC=C(C(=N2)SC)C